8-(2-oxoethyl)heptadecanoic acid (Z)-undec-2-en-1-yl ester C(\C=C/CCCCCCCC)OC(CCCCCCC(CCCCCCCCC)CC=O)=O